(S)-2-Methyl-7-((R)-3-methylmorpholin-4-yl)-1-oxazol-4-ylmethyl-2-trifluoromethyl-2,3-dihydro-1H-imidazo[1,2-a]-pyrimidin-5-one C[C@@]1(N(C=2N(C(C=C(N2)N2[C@@H](COCC2)C)=O)C1)CC=1N=COC1)C(F)(F)F